2-((1S,5R)-1,5-dimethyl-4-methylenecyclopent-2-en-1-yl)ethyl acetate C(C)(=O)OCC[C@]1(C=CC([C@H]1C)=C)C